1-(4-(2,5-dichlorophenyl)piperazin-1-yl)-3-((5-fluoronaphthalen-2-yl)oxy)propan-2-ol ClC1=C(C=C(C=C1)Cl)N1CCN(CC1)CC(COC1=CC2=CC=CC(=C2C=C1)F)O